3-(1H-Benzimidazol-2-yl)-2-(2-fluorophenyl)quinazolin-4-one N1C(=NC2=C1C=CC=C2)N2C(=NC1=CC=CC=C1C2=O)C2=C(C=CC=C2)F